ClC1=CC(=NC(=N1)NC1CCC(CC1)O)N1CCC(CC1)C#N 1-(6-chloro-2-(((1R,4R)-4-hydroxycyclohexyl)amino)pyrimidin-4-yl)piperidine-4-carbonitrile